(R)-1-chloro-propan-2-ol ClC[C@@H](C)O